5-[1-(piperidin-4-yl)-1H-pyrazol-4-yl]pyridin-2-amine adipate C(CCCCC(=O)O)(=O)O.N1CCC(CC1)N1N=CC(=C1)C=1C=CC(=NC1)N